O=C1NC2(CN(C2)C(=O)O[C@@H]2C[C@H](C2)OCC2=CC=CC=C2)CO1 trans-3-(benzyloxy)cyclobutyl 6-oxo-7-oxa-2,5-diazaspiro[3.4]octane-2-carboxylate